(1R,2R)-2-((2-Amino-9-((2R,3S,4S,5R)-4-fluoro-3-hydroxy-5-(hydroxymethyl)tetrahydrofuran-2-yl)-8-oxo-8,9-dihydro-7H-purin-7-yl)methyl)cyclopropan NC1=NC=C2N(C(N(C2=N1)[C@@H]1O[C@@H]([C@H]([C@H]1O)F)CO)=O)CC1CC1